7-(diethylamino)-2H-chromen-2-one tris(2,2,2-trifluoroacetate) FC(C(=O)O)(F)F.FC(C(=O)O)(F)F.FC(C(=O)O)(F)F.C(C)N(C1=CC=C2C=CC(OC2=C1)=O)CC